1,3-dibromo-2-(bromoethyl)propane BrCC(CBr)CCBr